ClC1=NC(=C2C(=N1)N(N=C2)[C@H]2[C@@H]([C@@H]([C@H](O2)CO[C@](CS(=O)(=O)CC)(C)P(O)(O)=O)O)O)NC2CCCC2 ((R)-2-(((2R,3S,4R,5R)-5-(6-chloro-4-(cyclopentylamino)-1H-pyrazolo[3,4-d]pyrimidin-1-yl)-3,4-dihydroxytetrahydrofuran-2-yl)methoxy)-1-(ethylsulfonyl)propan-2-yl)phosphonic acid